(S)-3-(3-(1-(5-fluoro-3-methylbenzofuran-2-yl)-2-methylpropyl)ureido)-N-methylbenzamide FC=1C=CC2=C(C(=C(O2)[C@H](C(C)C)NC(NC=2C=C(C(=O)NC)C=CC2)=O)C)C1